tert-butyl (1R,4R)-2-aza-5-azoniabicyclo[2.2.1]heptane-2-carboxylate [C@H]12N(C[C@H]([NH2+]C1)C2)C(=O)OC(C)(C)C